ClC=1C=CN(CN1)C(C)C 6-chloro-3-isopropylpyrimidine